C1(CCC1)CNC(=O)C1=NN(C(=CC1=O)C)C1=CC=CC=C1 N-(cyclobutylmethyl)-6-methyl-4-oxo-1-phenyl-1,4-dihydropyridazine-3-carboxamide